1-(5',6'-dihydro-8'H-spiro[cyclopropane-1,4'-thieno[2,3-c]oxazepin]-8'-yl)-N-methyl-methylamine N1OCC2(CC3=C1S(CC3)CNC)CC2